NC1=NN=C(S1)N1N=CC=C1C#N 1-(5-amino-1,3,4-thiadiazol-2-yl)-1H-pyrazole-5-carbonitrile